C1(=CC=CC=C1)C1=C(C=2NC3=CC=CC=C3C2C=C1)C1=CC=CC=C1 phenyl(phenylcarbazole)